BrC1=C(C(=CC2=C1C1=C(C(N(C1)CCC(=O)O)=O)S2)OC)OC 3-(8-bromo-6,7-dimethoxy-3-oxo-1,3-dihydro-2H-benzo[4,5]thieno[2,3-c]pyrrol-2-yl)propanoic acid